F[C@@H]1[C@@H]2C[C@H]([C@H](C[C@H]1C(=C)C1=CC=C(N=N1)C1=C(C=C(C=C1)N1C=NC=C1)O)N2)OC 2-(6-(1-((1S,2S,3S,5S,6R)-2-fluoro-6-methoxy-8-azabicyclo[3.2.1]octan-3-yl)vinyl)pyridazin-3-yl)-5-(1H-imidazol-1-yl)phenol